(4-chlorophenyl)-2-(pyridin-3-yl)-N-(pyridin-4-ylmethyl)pyrimidin-4-amine ClC1=CC=C(C=C1)C=1C(=NC(=NC1)C=1C=NC=CC1)NCC1=CC=NC=C1